C(N)(OC(C)(C)C)=O.[K] Potassium tert-butyl carbamate